Bicyclo[2.2.1]hept-2-ylzinc (II) bromide [Br-].C12C(CC(CC1)C2)[Zn+]